3-((2-bromo-5-methylpyridin-4-yl)oxy)propan-1-ol BrC1=NC=C(C(=C1)OCCCO)C